ClC=1C=N(C2=C(N1)NN=C2)=O 6-chloro-1H-4λ5-pyrazolo[3,4-b]pyrazin-4-one